N1(N=CC=C1)CCC(=O)N1CC(=CCC1)C1=CC(=C2C=C(NC2=C1F)C(=O)OC)C1=CC=C(C=C1)N1CCN(CC1)C(=O)OC(C)(C)C methyl 6-(1-(3-(1H-pyrazol-1-yl)propanoyl)-1,2,5,6-tetrahydropyridin-3-yl)-4-(4-(4-(tert-butoxycarbonyl)piperazin-1-yl)phenyl)-7-fluoro-1H-indole-2-carboxylate